6-(2-(3-(3-chloropyridin-4-yl)-5-cyclopropylisoxazol-4-yl)-7-azaspiro[3.5]non-1-en-7-yl)-4-(difluoromethoxy)quinoline-2-carboxylic acid ClC=1C=NC=CC1C1=NOC(=C1C1=CC2(C1)CCN(CC2)C=2C=C1C(=CC(=NC1=CC2)C(=O)O)OC(F)F)C2CC2